tert-butyl 2-((2,6-difluoro-4-methylbenzyl) oxy)-3-iodo-5,8-dihydro-1,7-naphthyridine-7(6H)-carboxylate FC1=C(COC2=NC=3CN(CCC3C=C2I)C(=O)OC(C)(C)C)C(=CC(=C1)C)F